3-(4-chloro-5-(1-(((1r,4r)-4-methoxycyclohexyl)methyl)piperidin-4-yl)-1-oxoisoindolin-2-yl)piperidine-2,6-dione ClC1=C2CN(C(C2=CC=C1C1CCN(CC1)CC1CCC(CC1)OC)=O)C1C(NC(CC1)=O)=O